C(C=C)(=O)OC(C)O[Si](OCC)(C)CC acryloxy-ethyl-methyldiethoxysilane